4-methylcoumarin (methyl)α-L-iduronate COC([C@H]1[C@H]([C@@H]([C@H]([C@H](O)O1)O)O)O)=O.CC1=CC(OC2=CC=CC=C12)=O